CC=1C=C(N=NC1N1CC=2C=C(C=NC2CC1)N1C[C@H](OCC1)C)C(=O)N1CC(C1)C=1C=NC=CC1 (R)-(5-methyl-6-(3-(2-methylmorpholino)-7,8-dihydro-1,6-naphthyridin-6(5H)-yl)pyridazin-3-yl)(3-(pyridin-3-yl)azetidin-1-yl)methanone